3-chloro-4-methyl-6a,7,9,10-tetrahydropyrazino[1,2-d]pyrido[3,2-b][1,4]oxazin ClC1=C(C=2OCC3N(C2N=C1)CCNC3)C